C(C=C)(=O)N1CC2(C1)CN(CC2)C2=C(C(=C1C(=N2)C(CC1)(C)C)C=1C(=CC=C2C=NN(C12)C)C)C#N 2-(2-acryloyl-2,6-diazaspiro[3.4]octan-6-yl)-4-(1,6-dimethyl-1H-indazol-7-yl)-7,7-dimethyl-6,7-dihydro-5H-cyclopenta[b]pyridine-3-carbonitrile